6-chloro-N-[5-(difluoromethoxy)-4,6-dimethoxy-pyrimidin-2-yl]-7-(3-methylpyrazin-2-yl)-1H-indole-3-sulfonamide ClC1=CC=C2C(=CNC2=C1C1=NC=CN=C1C)S(=O)(=O)NC1=NC(=C(C(=N1)OC)OC(F)F)OC